3-methyl-4-((5-methylthiazol-2-yl)carbamoyl)benzoic acid CC=1C=C(C(=O)O)C=CC1C(NC=1SC(=CN1)C)=O